tryptophanAT N[C@@H](CC1=CNC2=CC=CC=C12)C(=O)[O-]